2-(2-aminothiazol-4-yl)-1-(3-((S)-2-hydroxy-3-(3-(methylsulfonyl)phenoxy)propylamino)-1-oxa-8-azaspiro[4.5]decan-8-yl)ethanone NC=1SC=C(N1)CC(=O)N1CCC2(CC(CO2)NC[C@@H](COC2=CC(=CC=C2)S(=O)(=O)C)O)CC1